Cl.FC1(CNC1)F 3,3-difluoroazetidine hydrochloric acid salt